FC(C1=NC=CC=C1C(=O)NC1=C2C(CC(C2=CC=C1)(C)C)CCC)F 2-(difluoromethyl)-N-[3-propyl-1,1-dimethyl-2,3-dihydro-1H-indene-4-yl]pyridine-3-carboxamide